C[C@H]1[C@H]2[C@H](C[C@H]3[C@@H]4CCC5CCCC[C@]5(C)[C@H]4CC([C@]23C)=O)O[C@]12CCC(C)CO2 spirostan-12-one